[N+](=O)([O-])C1=NC=C(C=C1OC(C(=O)O)C)C1=CC(=CC=C1)C 2-((2-Nitro-5-(3-methylphenyl)pyridin-3-yl)oxy)propanoic acid